6-Chloro-1-(benzenesulfonyl)-3-(2-(2,2,2-trifluoroethoxy)-5-(trifluoromethyl)pyrimidin-4-yl)-1H-pyrrole ClC1=C(C(=NC(=N1)OCC(F)(F)F)C1=CN(C=C1)S(=O)(=O)C1=CC=CC=C1)C(F)(F)F